2-cyclohexyl-1,2-dihydroxyethyl-2-[(4S)-2,2,4-trimethylpyrrolidin-1-yl]pyridine-3-carboxamide C1(CCCCC1)C(C(O)C1=C(C(=NC=C1)N1C(C[C@@H](C1)C)(C)C)C(=O)N)O